FC(C1=C(C=CC=C1)CCN)(F)F 2-(2-trifluoromethylphenyl)ethan-1-amine